BrC=1C=2N(C3=CC(=NC=C3C1)Cl)C=CN2 4-bromo-8-chloroimidazo[1,2-a][1,6]naphthyridine